3-fluoro-4-((2-(2,2,2-trifluoroethyl)-1H-imidazol-4-yl)methyl)pyridine FC=1C=NC=CC1CC=1N=C(NC1)CC(F)(F)F